8-cyclopentyl-2-(piperidine-4-ylamino)pyrido[2,3-d]pyrimidin-7(8H)-one C1(CCCC1)N1C(C=CC2=C1N=C(N=C2)NC2CCNCC2)=O